[(2S)-morpholin-2-yl]methanol N1C[C@H](OCC1)CO